FC1(CCN(CC1)S(=O)(=O)C1=CC=C(C=C1)C=1C=C(C2=C(C=C(O2)CN)C1)C(F)(F)F)F (5-(4-(4,4-difluoropiperidin-1-ylsulfonyl)phenyl)-7-(trifluoromethyl)benzofuran-2-yl)methylamine